C1(CC1)C=1N=NN(C1)[C@H](C(=O)N1[C@@H](C[C@H](C1)O)C(=O)NC(CC)C(N1N=CN=C1)C1=CC=C(C=C1)C)C(C)(C)C (2S,4R)-1-[(2S)-2-(4-cyclopropyltriazol-1-yl)-3,3-dimethyl-butanoyl]-4-hydroxy-N-[1-[p-tolyl(1,2,4-triazol-1-yl)methyl]propyl]pyrrolidine-2-carboxamide